C1(=CC=CC=C1)C1(C2=CC=CC=C2C=2C=CC(=CC12)N(C1=CC2=C(OC3=C2C=CC=C3)C=C1)C1=CC=3C2(C4=CC=CC=C4C3C=C1)C1=CC=CC=C1C=1C=CC=CC12)C1=CC=CC=C1 N-(9,9-diphenyl-9H-fluoren-2-yl)-N-(9,9'-spirobi[fluoren]-2-yl)dibenzofuran-2-amine